5-trichloromethyl-1H-1,2,4-triazole-3-carboxylic acid ethyl ester C(C)OC(=O)C1=NNC(=N1)C(Cl)(Cl)Cl